(((5-(bis(4-methoxybenzyl)amino)-3-chloropyrazin-2-yl)(methyl)amino)ethyl)(methyl)carbamate COC1=CC=C(CN(C=2N=C(C(=NC2)N(C)CCOC(NC)=O)Cl)CC2=CC=C(C=C2)OC)C=C1